O1C(=CC2=C1C=CC=C2)C=2C(=NN(C2C(=O)O)C=2SC(=C(N2)C2=CC(=C(C=C2)Cl)Cl)SC(C)C)C 4-(benzofuran-2-yl)-1-(4-(3,4-dichlorophenyl)-5-(isopropylsulfanyl)thiazol-2-yl)-3-methyl-1H-pyrazole-5-carboxylic acid